sodium 4-aminophenylphosphate salt NC1=CC=C(C=C1)OP(=O)([O-])[O-].[Na+].[Na+]